(5-(4-(4-cyanophenyl)piperidine-1-carbonyl)-2-cyclobutyl-4-methylphenyl)-6,7-dihydro-3H-imidazo[4,5-c]pyridine-5(4H)-carboxylic acid tert-butyl ester C(C)(C)(C)OC(=O)N1CC2=C(CC1)N=C(N2)C2=C(C=C(C(=C2)C(=O)N2CCC(CC2)C2=CC=C(C=C2)C#N)C)C2CCC2